methyl (7S)-7-methyl-2-(2-phenylethyl)-3-[(trans)-4-carbamoylcyclohexyl]-3H,6H,7H,8H,9H-imidazo[4,5-f]quinoline-6-carboxylate C[C@@H]1N(C2=CC=C3C(=C2CC1)N=C(N3[C@@H]3CC[C@H](CC3)C(N)=O)CCC3=CC=CC=C3)C(=O)OC